9-[4-(4-chloro-2-methylphenoxy)phenyl]-3,4,6,7,8,9-hexahydropyrido[2,1-c][1,2,4]thiadiazine 2,2-dioxide ClC1=CC(=C(OC2=CC=C(C=C2)C2CCCN3C2=NS(CC3)(=O)=O)C=C1)C